C(=O)=C1CC=C(C=C1)S(=O)(=O)O p-carbonyl-benzenesulfonic acid